COC(C1=CC(=CC=C1)COC=1C=NC=CC1C=O)=O.C(CCCCC)N1CN(C=C1)CCCNC(=S)NC 1-hexyl-3-(3-methylthioureidopropyl)imidazole methyl-3-(((4-formylpyridin-3-yl)oxy)methyl)benzoate